(S)-3-amino-3-cyclopropylpropan-1-ol N[C@@H](CCO)C1CC1